8-Chloro-7-[(4-chlorophenyl)methyl]-3-(5,5-dimethyl-2-oxa-5-silahex-1-yl)-1-(2,2,3,3-tetramethyl-4-oxa-3-silahept-7-yl)-1,2,3,6-tetrahydropurine-2,6-dione ClC1=NC=2N(C(N(C(C2N1CC1=CC=C(C=C1)Cl)=O)CCCO[Si](C(C)(C)C)(C)C)=O)COCC[Si](C)(C)C